OC[C@H]1OC=2C(=NC=CC2)OC1 (2R)-hydroxymethyl-2,3-dihydro-[1,4]dioxino[2,3-b]pyridine